porphyrin chromium cobalt [Co].[Cr].C12=CC=C(N1)C=C1C=CC(=N1)C=C1C=CC(N1)=CC=1C=CC(N1)=C2